Cl.ClC1=C(C=CC=C1C=1C=NC(=CC1)C1CC1)[C@@]1(CC(N(C(N1)=N)[C@@H]1C[C@@H](C(CC1)(F)F)O)=O)C |o1:24,26| (6S)-6-[2-Chloro-3-(6-cyclopropyl-pyridin-3-yl)phenyl]-3-[(1S*,3S*)-4,4-difluoro-3-hydroxycyclohexyl]-2-imino-6-methylhexahydro-pyrimidin-4-one hydrochloride